CC1=CC(=NC=C1C=1N=CC=2C3=C(N=CC2C1)NN=C3)C(CC)O 1-(4-methyl-5-{3H-pyrazolo[3,4-c]2,6-naphthyridin-7-yl}pyridin-2-yl)propan-1-ol